CC/C=C\C/C=C\C/C=C\CCCCCCCC(=O)OC[C@H](COP(=O)([O-])OCC[N+](C)(C)C)O 1-(9Z,12Z,15Z-octadecatrienoyl)-sn-glycero-3-phosphocholine